O=C1NC(CCC1NC1=CC(=C(C=C1)N1CCC(CC1)CC1=C2CCN(CC2=C(C=C1)F)C(=O)OCC1=CC=CC=C1)F)=O benzyl 5-[[1-[4-[(2,6-dioxo-3-piperidinyl) amino]-2-fluoro-phenyl]-4-piperidinyl] methyl]-8-fluoro-3,4-dihydro-1H-isoquinoline-2-carboxylate